7-(1-propenylpiperidin-4-yl)-2-(3-methoxy-4-phenoxyphenyl)-6,7-dihydro-5H-pyrrolo[1,2-a]imidazole-3-carboxamide C(=CC)N1CCC(CC1)C1CCN2C1=NC(=C2C(=O)N)C2=CC(=C(C=C2)OC2=CC=CC=C2)OC